8-chloro-4-(3-fluoropyrrolidin-1-yl)-9-methyl-pyrido[3',2':4,5]thieno[3,2-d]pyrimidine ClC1=C(C2=C(SC3=C2N=CN=C3N3CC(CC3)F)N=C1)C